eugenol chloride [Cl-].C=1(C(O)=CC=C(CC=C)C1)OC